3-methoxy-4-bromobenzeneacetonitrile COC=1C=C(C=CC1Br)CC#N